1-(6,7-dihydro-5H-benzo[6,7]cyclohepta[1,2-c]pyridazin-3-yl)-N3-((7S)-7-((2-methylpropyl)amino)-6,7,8,9-tetrahydro-5H-benzo[7]annulene-2-yl)-1H-1,2,4-triazole-3,5-diamine N1=NC(=CC2=C1C1=C(CCC2)C=CC=C1)N1N=C(N=C1N)NC=1C=CC2=C(CC[C@H](CC2)NCC(C)C)C1